FC(OC1=NC(=CC=C1NC(=O)C1(CC(C1)CI)C1=C(C=CC=C1)C(C)C)C)F N-(2-(difluoromethoxy)-6-methylpyridin-3-yl)-3-(iodomethyl)-1-(2-isopropylphenyl)cyclobutane-1-carboxamide